C1(=C(C(=C2C(=CC=C3C4=CC=CC5=CC=CC(C1=C23)=C45)C(=O)O)C(=O)O)C(=O)O)C(=O)O.COC4=CC=C(CSC=5C=C(C=NC5)C(C)=O)C=C4 1-(5-((4-methoxybenzyl)thio)pyridin-3-yl)ethan-1-one perylenetetracarboxylate